FC1(CNC(N(C1)[C@H](COC)C=1C=CC2=C(N=C(O2)[C@@H](NC(=O)C2=CC=NN2C)C2CCC(CC2)F)C1)=O)F N-((S)-(5-((S)-1-(5,5-difluoro-2-oxotetrahydro-pyrimidin-1(2H)-yl)-2-methoxyethyl)benzo[d]oxazol-2-yl)((1r,4S)-4-fluorocyclohexyl)methyl)-1-methyl-1H-pyrazole-5-carboxamide